FC(C(C)(C)O)(F)C=1C(=C(C=CC1)[C@@H](C)NC1=NC(=NC2=CC3=C(C=C12)[C@](C(N3C)=O)(C)O)C)F (S)-4-(((R)-1-(3-(1,1-difluoro-2-hydroxy-2-methylpropyl)-2-fluorophenyl)ethyl)amino)-6-hydroxy-2,6,8-trimethyl-6,8-dihydro-7H-pyrrolo[3,2-g]quinazolin-7-one